2-(3-isopropyl-1-methyl-1H-indazol-4-yl)-2-(3-((5-(5,6,7,8-tetrahydro-1,8-naphthyridin-2-yl)pentyl)oxy)azetidin-1-yl)acetic acid C(C)(C)C1=NN(C2=CC=CC(=C12)C(C(=O)O)N1CC(C1)OCCCCCC1=NC=2NCCCC2C=C1)C